benzyl-4-chloro-1,2-dihydrospiro[indole-3,3'-pyrrolidine] C(C1=CC=CC=C1)N1CC2(CC1)CNC1=CC=CC(=C12)Cl